C(C1=CC=CC=C1)OC=1C=C2C(=C(N(C2=CC1)C1=CC(=C(C=C1)F)C)C1CCOCC1)I 5-benzyloxy-1-(4-fluoro-3-methyl-phenyl)-3-iodo-2-tetrahydropyran-4-yl-indole